C(#N)C=1C=C2CN(CC2=CC1)C(CC(=O)O)C1=C2C=CNC2=C(C=C1OC)C 3-(5-cyanoisoindolin-2-yl)-3-(5-methoxy-7-methyl-1H-indol-4-yl)-propanoic acid